2-((4-((2-((2,4-Dichlorophenoxy)methyl)pyridin-4-yl)methyl)-4-methylpiperidin-1-yl)methyl)-1-((1-ethyl-1H-imidazol-5-yl)methyl)-1H-benzo[d]imidazole-6-carboxylic acid ClC1=C(OCC2=NC=CC(=C2)CC2(CCN(CC2)CC2=NC3=C(N2CC2=CN=CN2CC)C=C(C=C3)C(=O)O)C)C=CC(=C1)Cl